N-(3-(dimethyl-amino)propyl)benzamide CN(CCCNC(C1=CC=CC=C1)=O)C